FC(C1CNCC1)F 3-(difluorometh-yl)-pyrrolidine